Carbonic Acid Tert-Butyl ester (4S,5S)-5-hydroxymethyl-2,2-dimethyl-[1,3]dioxolan-4-ylmethyl Ester OC[C@H]1[C@@H](OC(O1)(C)C)COC(OC(C)(C)C)=O